BrC1=NN2C(CN(CC2)C(=O)OC(C)(C)C)=C1 tert-butyl 2-bromo-4H,6H,7H-pyrazolo[1,5-a]pyrazine-5-carboxylate